(R/S)-α-ethyl-2-oxo-1-pyrrolidineacetic acid C(C)[C@H](C(=O)O)N1C(CCC1)=O |r|